4-chloro-6-methyl-pyridine-3-carboxylic acid methyl ester COC(=O)C=1C=NC(=CC1Cl)C